(benzhydryloxy)piperidine 2,5-dioxopyrrolidin-1-yl-3-(2-(2-(2,5-dioxo-3,4-bis(phenylthio)-2,5-dihydro-1H-pyrrol-1-yl)ethoxy)ethoxy)propanoate O=C1N(C(CC1)=O)C(C(=O)O)COCCOCCN1C(C(=C(C1=O)SC1=CC=CC=C1)SC1=CC=CC=C1)=O.C(C1=CC=CC=C1)(C1=CC=CC=C1)ON1CCCCC1